C12CC(CC(N1)C2)C2=C1CN(C(C1=C(C(=C2F)F)F)=O)C2C(NC(CC2)=O)=O 3-(4-(6-azabicyclo[3.1.1]heptan-3-yl)-5,6,7-trifluoro-1-oxoisoindolin-2-yl)piperidine-2,6-dione